C(C)C1=C(OCC(=O)N(CC(=O)OCC)CC2=C(C=C(C=C2)S(N)(=O)=O)F)C=C(C=C1F)F Ethyl 2-[[2-(2-ethyl-3,5-difluoro-phenoxy)acetyl]-[(2-fluoro-4-sulfamoyl-phenyl)methyl]amino]acetate